(E)-3-(3-(3-(4-chloro-3,5-dimethylphenoxy)propyl)-1-phenyl-1H-pyrazol-4-yl)-N-((3,5-difluorophenyl)sulfonyl)acrylamide ClC1=C(C=C(OCCCC2=NN(C=C2/C=C/C(=O)NS(=O)(=O)C2=CC(=CC(=C2)F)F)C2=CC=CC=C2)C=C1C)C